3-((2-(Diaminomethyleneamino)thiazol-4-yl)methylthio)propanoic acid methyl ester COC(CCSCC=1N=C(SC1)N=C(N)N)=O